NC=1C(=NC(=C(N1)F)C1=CC=C(C=C1)N1CCN(CC1)CCC1CC1)C=1C=C2CCNC(C2=C(C1)F)=O 6-(3-amino-6-(4-(4-(2-cyclopropylethyl)piperazin-1-yl)phenyl)-5-fluoropyrazin-2-yl)-8-fluoro-3,4-dihydroisoquinolin-1(2H)-one